(2',3',4',6,6'-pentafluoro-4-hydroxy-5'-methyl-[1,1-biphenyl]-3-yl)acetamide FC1=C(C(=C(C(=C1F)F)C)F)C1=CC(=C(C=C1F)O)CC(=O)N